COC(=O)C1CC(C1)N methyl (1S,3S)-3-aminocyclobutane-1-carboxylate